FC=1C=C(CC2=NC=CC(=C2)N2N=CC=3C(NCCC32)=O)C=C(C1)C1(CC1)C(F)(F)F 1-(2-(3-fluoro-5-(1-(trifluoromethyl)cyclopropyl)benzyl)pyridin-4-yl)-1,5,6,7-tetrahydro-4H-pyrazolo[4,3-c]pyridin-4-one